ClC=1C=C(C=C2C=C(N=CC12)NC(=O)O[C@@H]1COC[C@H]1C)C1=C(C2=C(OCCN2C(=O)OC(C)(C)C)N=C1)C tert-Butyl 7-[8-chloro-3-[[(3S,4R)-4-methyltetrahydrofuran-3-yl]oxycarbonylamino]-6-isoquinolyl]-8-methyl-2,3-dihydropyrido[2,3-b][1,4]oxazine-1-carboxylate